3-[[3-(4-CHLOROPHENYL)-5-OXO-4-((2S)-3,3,3-TRIFLUORO-2-HYDROXYPROPYL)-4,5-DIHYDRO-1H-1,2,4-TRIAZOL-1-YL]METHYL]-1-[3-(TRIFLUOROMETHYL)PYRIDIN-2-YL]-1H-1,2,4-TRIAZOLE-5-CARBOXAMIDE ClC1=CC=C(C=C1)C1=NN(C(N1C[C@@H](C(F)(F)F)O)=O)CC1=NN(C(=N1)C(=O)N)C1=NC=CC=C1C(F)(F)F